7-cyano-3,4-dihydro-1H-2,6-naphthyridine-2-carboxylic acid tert-butyl ester C(C)(C)(C)OC(=O)N1CC2=CC(=NC=C2CC1)C#N